alpha-keto-delta-guanidinovaleric acid O=C(C(=O)O)CCCNC(=N)N